C(C)(C)OC=1C(=C2C(=NC1)NC=C2C(C)C)OCCC 5-isopropoxy-3-isopropyl-4-propoxy-1H-pyrrolo[2,3-b]pyridine